FC1=C(C=C(C=C1)C1=NC=CC=C1C=1C=C2C(=NC=NC2=CC1)NCCC)C 6-(2-(4-Fluoro-3-methylphenyl)pyridin-3-yl)-N-propylquinazolin-4-amine